NC1=C(C=2C(=NC=C(C2S1)F)C=1C2=C(C=3C=NC(=NC3C1F)N1CC(C1)N1CC(C1)O)COC2)C#N 2-Amino-7-fluoro-4-(5-fluoro-3-(3-hydroxy-[1,3'-biazetidin]-1'-yl)-7,9-dihydrofuro[3,4-f]quinazolin-6-yl)thieno[3,2-c]pyridine-3-carbonitrile